5-[5-(trifluoromethyl)pyridin-3-carboxamido]1,2,3-thiadiazole-4-carboxylic acid FC(C=1C=C(C=NC1)C(=O)NC1=C(N=NS1)C(=O)O)(F)F